BrC1=CC=C2CN(C(C2=C1)(C)C)CC1=C2C=CN(C2=C(C=C1OC)C)C(=O)OC(C)(C)C tert-butyl 4-((6-bromo-1,1-dimethylisoindolin-2-yl)methyl)-5-methoxy-7-methyl-1H-indole-1-carboxylate